FC=1C=C(C=C(C1)F)CC=1C=C2C(=NNC2=CC1)NC(C1=C(C=C(C=C1)N1CCN(CC1)C)NC1CNCCC1)=O N-[5-[(3,5-difluorophenyl)methyl]-1H-indazol-3-yl]-4-(4-methylpiperazin-1-yl)-2-(3-piperidylamino)benzamide